N-(3-{6-azaspiro[2.5]oct-6-yl}-4-(4-{2-[(3r,5s)-3,5-dimethylmorpholin-4-yl]-6-methoxypyrimidin-4-yl}-1H-1,2,3-triazol-1-yl)phenyl)-2-hydroxyeth-ane-1-sulfonamide C1CC12CCN(CC2)C=2C=C(C=CC2N2N=NC(=C2)C2=NC(=NC(=C2)OC)N2[C@@H](COC[C@@H]2C)C)NS(=O)(=O)CCO